ClC1=C(CNC(=O)C2(C=3C=CC=NC3C(CC2)=C)F)C(=CC(=C1)Cl)CO N-(2,4-dichloro-6-(hydroxymethyl)benzyl)-5-fluoro-8-methylene-5,6,7,8-tetrahydro-quinoline-5-carboxamide